((S)-2-(4-chlorophenyl)-3-((1R,5S)-3-(5-methyl-7H-pyrrolo[2,3-d]pyrimidin-4-yl)-3,8-diazabicyclo[3.2.1]oct-8-yl)-3-oxopropyl)(isopropyl)carbamic acid tert-butyl ester C(C)(C)(C)OC(N(C(C)C)C[C@@H](C(=O)N1[C@H]2CN(C[C@@H]1CC2)C=2C1=C(N=CN2)NC=C1C)C1=CC=C(C=C1)Cl)=O